CN1N=C2C(N=C3N(N2C2=CC=CC=C2)NN=N3)=C1 7-methyl-5-phenyl-pyrazolo[4,3-e]tetrazolo[4,5-b][1,2,4]triazine